FC1=C(C(=CC=C1F)OC)COC1=CC(=CC=2N=COC21)N 7-[(2,3-difluoro-6-methoxyphenyl)methoxy]-1,3-benzooxazol-5-amine